NC=1NC(C=2N(C(N(C2N1)[C@@H]1O[C@@H]([C@H]([C@H]1O)F)CO)=O)CC1=CC=C(C=C1)OC)=O 2-amino-9-((2R,3S,4S,5R)-4-fluoro-3-hydroxy-5-(hydroxymethyl)tetrahydrofuran-2-yl)-7-(4-methoxybenzyl)-7,9-dihydro-1H-purine-6,8-dione